(2S,5R)-2-(N-((1-methyl-1H-imidazol-4-yl)sulfonyl)carbamimidoyl)-7-oxo-1,6-diazabicyclo[3.2.1]octan-6-yl hydrogen sulfate S(=O)(=O)(ON1[C@@H]2CC[C@H](N(C1=O)C2)C(NS(=O)(=O)C=2N=CN(C2)C)=N)O